N-(4-(2-(4-methoxyphenyl)propan-2-yl)thiazol-2-yl)-4-(3-methylpiperazin-1-yl)benzamide COC1=CC=C(C=C1)C(C)(C)C=1N=C(SC1)NC(C1=CC=C(C=C1)N1CC(NCC1)C)=O